1,3-diethylimidazolinium C(C)[NH+]1CN(CC1)CC